1,2,3,5,6,7-hexahydro-s-indacen-4-yl(carbamoyl)methanesulfonimidamide C1CCC2=C(C=3CCCC3C=C12)C(S(=O)(N)=N)C(N)=O